N1C(=CC2=CC=CC=C12)CC(C(=O)O)O.C(C(O)C)(=O)O.N1C=CC2=CC=CC=C12 indole lactate (indolelactate)